C(C1=CC=CC=C1)OC(=O)C1NC2(CC2C1)C(=O)C1=NC=C(C=C1)OC=1C=NC=CC1 (5-(pyridin-3-yloxy)pyridineformyl)-2-azabicyclo[3.1.0]hexane-3-carboxylic acid benzyl ester